COC(CC[C@H]1C=2N(C3=C(C(=N1)C1=C(C=CC=C1)F)C=C(C=C3)[N+](=O)[O-])C(=NN2)SC2CCN(CC2)C)=O.C(C)OCOCC diethoxyMethane methyl-(S)-3-(8-nitro-6-(2-fluorophenyl)-1-((1-methylpiperidin-4-yl)thio)-4H-benzo[f][1,2,4]triazolo[4,3-a][1,4]diazepin-4-yl)propionate